BrC=1C(=C(C(=C(C1[O-])[O-])Br)Br)Br tetrabromo-catecholate